2-(4-(2-(4-cyano-2-fluorophenyl)-2-methylbenzo[d][1,3]dioxol-4-yl)-2,3,6-trifluorobenzyl)-1-(2-methoxyethyl)-1H-benzo[d]imidazole-6-carboxylic acid C(#N)C1=CC(=C(C=C1)C1(OC2=C(O1)C=CC=C2C2=C(C(=C(CC1=NC3=C(N1CCOC)C=C(C=C3)C(=O)O)C(=C2)F)F)F)C)F